FC([C@@](C(=O)N1CC2(CC2)[C@@H]([C@@H]1CC=1C(=C(C=CC1)C1=CC=CC=C1)F)NS(=O)(=O)CF)(C)O)F N-((6S,7S)-5-((S)-3,3-difluoro-2-hydroxy-2-methylpropanoyl)-6-((2-fluoro-[1,1'-biphenyl]-3-yl)methyl)-5-azaspiro[2.4]heptan-7-yl)-1-fluoromethanesulfonamide